[Ag]C#N silver(I) cyanide